S1(CCNC(C2=C1C=CS2)=O)(=O)=O 3,4-dihydrothieno[2,3-f][1,4]thiazepin-5(2H)-one 1,1-dioxide